P(=O)(OC1=C2C(=C(NC2=CC=C1)I)CC[NH+](C)C)(O)[O-] 2-iodo-3-[2-(dimethylammonio)ethyl]-1H-indol-4-yl hydrogen phosphate